C(C)(C)(C)OC(=O)N1C(CC(CC1)C(=O)O)(C)C 1-tert-butoxycarbonyl-2,2-dimethyl-piperidine-4-carboxylic acid